FC1=CC=C(C=C1)C1=NN(C(=C1)NC(=O)N[C@@H]1CN(C[C@H]1C1=CC=CC=C1)CCOC)C 1-(3-(4-fluorophenyl)-1-methyl-1H-pyrazol-5-yl)-3-((3s,4r)-1-(2-methoxyethyl)-4-phenylpyrrolidin-3-yl)urea